1-(4-((4-((2-fluoro-4-((2-(3-fluoro-3-methylpyrrolidin-1-yl)pyridin-4-yl)oxy)phenyl)amino)-7-methoxyquinazolin-6-yl)amino)piperidin-1-yl)prop-2-en-1-one FC1=C(C=CC(=C1)OC1=CC(=NC=C1)N1CC(CC1)(C)F)NC1=NC=NC2=CC(=C(C=C12)NC1CCN(CC1)C(C=C)=O)OC